ClC=1C=C(C=CC1Cl)CCNC(=O)NC=1C=NC2=CC=CC=C2C1 1-[2-(3,4-dichlorophenyl)ethyl]-3-quinolin-3-ylurea